ClC1=NN(C=C1)C(CC(=O)N1CCC(CC1)(O)CN1C=NC=2C(C1=O)=NSC2C2=CC(=C1CCNC1=C2)Cl)C(F)F 6-((1-(3-(3-chloro-1H-pyrazol-1-yl)-4,4-difluorobutyryl)-4-hydroxypiperidin-4-yl)methyl)-3-(4-chloroindolin-6-yl)isothiazolo[4,3-d]pyrimidin-7(6H)-one